(S)-6-(1-amino-6-(trifluoromethyl)-1,3-dihydrospiro[indene-2,4'-piperidin]-1'-yl)-3-(4-(2-methoxyethoxy)phenyl)-1-methylpyridin-2(1H)-one N[C@@H]1C2=CC(=CC=C2CC12CCN(CC2)C2=CC=C(C(N2C)=O)C2=CC=C(C=C2)OCCOC)C(F)(F)F